2-amino-4-(hydroxymethylphosphinoyl)butyric acid ammonium salt [NH4+].NC(C(=O)[O-])CCP(=O)CO